bismuth tris(stearate) C(CCCCCCCCCCCCCCCCC)(=O)[O-].C(CCCCCCCCCCCCCCCCC)(=O)[O-].C(CCCCCCCCCCCCCCCCC)(=O)[O-].[Bi+3]